5-(1,4-diazacycloheptane-1-sulfonyl)isoquinoline N1(CCNCCC1)S(=O)(=O)C1=C2C=CN=CC2=CC=C1